IC1=NN(C2=CC(=C(C=C12)O)C)C1OCCCC1 3-iodo-6-methyl-1-(tetrahydro-2H-pyran-2-yl)-1H-indazol-5-ol